dihydroxypyrrolidin OC1N(CCC1)O